C(C)(C)(C)OC(=O)N1C(C(CCC1=O)N1C=NC(=CC1=O)C(=O)O)=O 1-(1-(tert-Butoxycarbonyl)-2,6-dioxopiperidin-3-yl)-6-oxo-1,6-dihydropyrimidine-4-carboxylic Acid